N-(6-((tert-butyldiphenylsilyl)oxy)hexyl)-2-methylpropane-2-sulfinamide [Si](C1=CC=CC=C1)(C1=CC=CC=C1)(C(C)(C)C)OCCCCCCNS(=O)C(C)(C)C